O1COC2=C1C=CC(=C2)C=2N=C(SC2CC(C)C)NC2=C(C(=O)O)C=C(C=N2)C=2SC=CC2 2-((4-(benzo[d][1,3]dioxol-5-yl)-5-isobutylthiazol-2-yl)amino)-5-(thiophen-2-yl)nicotinic Acid